2-(2,3-Dihydro-[1,4]dioxino[2,3-b]pyridin-2-ylmethoxy)-9-(3-phenylamino-prop-1-ynyl)-6,7-dihydro-pyrimido[6,1-a]isoquinolin-4-one O1C(COC2=NC=CC=C21)COC2=NC(N1C(C3=CC=C(C=C3CC1)C#CCNC1=CC=CC=C1)=C2)=O